F[C@H](CF)C1=C(C=CC=C1F)[C@@H]1C2=C(NC(=C1C(=O)OC)CF)CCC2=O methyl (R)-4-(2-((S)-1,2-difluoroethyl)-3-fluorophenyl)-2-(fluoromethyl)-5-oxo-4,5,6,7-tetrahydro-1H-cyclopenta[b]pyridine-3-carboxylate